NC(C(=O)O)C1=CC=C(C=C1)C1=CC=C(C=C1)OC 2-amino-2-(4'-methoxy-[1,1'-biphenyl]-4-yl)acetic acid